S(=O)(=O)(ON1[C@@H]2CC[C@H](N(C1=O)C2)C(NC2C(C2)N)=N)O (2S,5R)-2-(N-(2-Aminocyclopropyl) carbamimidoyl)-7-oxo-1,6-diazabicyclo[3.2.1]octan-6-yl hydrogen sulfate